Cl.CC1=C(C(=CC=C1)C)N 2,6-dimethylbenzenamine hydrochloride